azetidin-1-yl-(4-(3-(1-methyl-1H-pyrazol-3-yl)phenyl)-2-morpholino-6-(pyridin-4-ylamino)pyrimidin-5-yl)methanone N1(CCC1)C(=O)C=1C(=NC(=NC1NC1=CC=NC=C1)N1CCOCC1)C1=CC(=CC=C1)C1=NN(C=C1)C